2,5-dimethyl-2,5-di(alpha-cumyl-peroxy)hexyne CC(C)(C#CC(C)(OOC(C)(C)C1=CC=CC=C1)C)OOC(C)(C)C1=CC=CC=C1